C(C)OC(C(C1=CSC(=C1)C(F)(F)F)(F)F)=O Difluoro[5-(trifluoromethyl)thiophen-3-yl]acetic acid ethyl ester